CC(CC(C(=O)O)C(=O)O)CCCC(CCC)C 3,7-dimethyldecanedicarboxylic acid